6-chloro-3-(methyl-d3)-1H-pyrazolo[4,3-c]pyridine ClC1=CC2=C(C=N1)C(=NN2)C([2H])([2H])[2H]